OC1C(COC1)(C)N1CCC(CC1)C=1C=CC2=C(N=C(O2)C2=C3C=C(N=CC3=C(N=C2)NC)C2(CC2)C(=O)N)C1 (5-(5-(1-(4-hydroxy-3-methyltetrahydrofuran-3-yl)piperidin-4-yl)benzo[d]oxazol-2-yl)-8-(methylamino)-2,7-naphthyridin-3-yl)cyclopropanecarboxamide